1'-dicyclohexylphosphinoferrocene palladium dichloride [Pd](Cl)Cl.C1(CCCCC1)P([C-]1C=CC=C1)C1CCCCC1.[CH-]1C=CC=C1.[Fe+2]